C1(CC1)C(=O)NC=1SC2=C(N1)C=CC(=C2)C=2C=NC(=C(C(=O)N[C@@H](C)C1=C(C=CC=C1)OC(F)(F)F)C2)OC |o1:23| (S or R)-5-(2-(cyclopropylcarbonylamino)benzo[d]thiazol-6-yl)-2-methoxy-N-(1-(2-(trifluoromethoxy)phenyl)ethyl)nicotinamide